1-(3-amino-2-(1,2,3,4-tetrahydro-quinoline-4-carbonyl)-4,5-dihydro-2H-pyrazolo[3,4-c]pyridin-6(7H)-yl)propan-1-one NC=1N(N=C2CN(CCC21)C(CC)=O)C(=O)C2CCNC1=CC=CC=C21